FC(C1=C(N=NC=C1)CC(=O)O)(F)F 4-(trifluoromethyl)-3-pyridazinacetic acid